(S)-1-methoxypropan-2-yl mesylate S(C)(=O)(=O)O[C@H](COC)C